C(C)OC=1C(=CC2=CN(N=C2C1)C)NC(=O)C1=NC=C(N=C1)N1C[C@@H](CC1)NC (R)-N-(6-ethoxy-2-methyl-2H-indazol-5-yl)-5-(3-(methylamino)pyrrolidin-1-yl)pyrazine-2-carboxamide